N[C@H]1[C@@H]2N(C[C@H]1CC2)C(=O)C2=CC1=C(N(C(=N1)C1=CC3=C(N1CC1CC1)C(=CS3)C3=NNC=C3)C)C(=C2)OC ((1R,4R,7R)-7-amino-2-azabicyclo[2.2.1]heptan-2-yl)(2-(4-(cyclopropylmethyl)-3-(1H-pyrazol-3-yl)-4H-thieno[3,2-b]pyrrol-5-yl)-7-methoxy-1-methyl-1H-benzo[d]imidazol-5-yl)methanone